C1(=CC=CC=C1)C=1C=C(OCC(=O)NO)C=CC1 2-(3-phenylphenoxy)ethanehydroxamic acid